Cl.CC(C(=O)N[C@@H](C)C1=CC=C(C=C1)S(N)(=O)=O)(C)N1C[C@@H](CC1)OC1=CC(=CC=C1)C(F)(F)F 2-methyl-N-((S)-1-(4-sulfamoylphenyl)ethyl)-2-((R)-3-(3-(trifluoromethyl)phenoxy)pyrrolidin-1-yl)propionamide hydrochloride